ClC1=CC=C2\C(\C(NC2=C1)=O)=C/C1=C(C(=NC=C1)Cl)F (3E)-6-Chloro-3-[(2-chloro-3-fluoro-4-pyridyl)methylene]indolin-2-one